N1(CCOCC1)SSN1CCOCC1.[Zn] zinc 4,4'-dithiodimorpholine